(3R)-3-[(2S)-1-[(4R)-4-benzyl-2-oxo-1,3-oxazolidin-3-yl]-3-(5-bromo-1-benzothiophen-3-yl)-1-oxopropane-2-yl]pyrrolidine-1-carboxylic acid tert-butyl ester C(C)(C)(C)OC(=O)N1C[C@H](CC1)[C@@H](C(=O)N1C(OC[C@H]1CC1=CC=CC=C1)=O)CC1=CSC2=C1C=C(C=C2)Br